C(C)(C)(C)OC(=O)N1CCC2(CCCNC2=O)CC1 1-Oxo-2,9-diazaspiro[5.5]undecane-9-carboxylic acid tert-butyl ester